5-((1-(5-(3-(Azetidin-1-yl)pyrrolidin-1-yl)pyridin-2-yl)-1H-imidazol-4-yl)amino)pyrazine-2-carbonitrile N1(CCC1)C1CN(CC1)C=1C=CC(=NC1)N1C=NC(=C1)NC=1N=CC(=NC1)C#N